2-(3-(N,N-bis(4-methoxybenzyl)sulfamoyl)-1H-pyrazol-1-yl)-N,2-dimethylpropionamide COC1=CC=C(CN(S(=O)(=O)C2=NN(C=C2)C(C(=O)NC)(C)C)CC2=CC=C(C=C2)OC)C=C1